CC1(NC(CC(C1)N(CCO)CCO)(C)C)C 2,2'-[(2,2,6,6-tetramethyl-4-piperidinyl)-imino]-bis-[ethanol]